methyl (E)-3-(3-((trimethylsilyl)ethynyl)-1H-pyrazolo[3,4-b]pyridin-6-yl)acrylate C[Si](C)(C)C#CC1=NNC2=NC(=CC=C21)/C=C/C(=O)OC